O1CCC(=CC1)C1=NN2C(NC(=C(C2=O)N2CCN(CC2)C2=NC=NC=C2)CC)=N1 2-(3,6-dihydro-2H-pyran-4-yl)-5-ethyl-6-[4-(pyrimidin-4-yl)piperazin-1-yl]-4H-[1,2,4]triazolo[1,5-a]pyrimidin-7-one